C(#N)C=1C=C(CC=2C=CC(=NC2)C=2C(=NN(C(C2)=O)C)C(=O)N)C=CC1 (5-(3-cyanobenzyl)pyridin-2-yl)-1-methyl-6-oxo-1,6-dihydropyridazine-3-carboxamide